ClC1=CC=CC(=N1)CCOCC=1C(=NC=C(C1)OC)C#CC1=C2C=C(N=CC2=C(N=C1)NC)NC(OC(C)(C)C)=O tert-butyl N-[5-[2-[3-[2-(6-chloro-2-pyridyl)ethoxymethyl]-5-methoxy-2-pyridyl]ethynyl]-8-(methylamino)-2,7-naphthyridin-3-yl]carbamate